C1OCC12CN(C2)[C@H](C)C=2C=CC(=NC2)NC2=NC=NC(=C2)NC2=NC=C(C=C2S(=O)(=O)C)Cl (R)-N4-(5-(1-(2-oxa-6-azaspiro[3.3]heptan-6-yl)ethyl)pyridin-2-yl)-N6-(5-chloro-3-(methylsulfonyl)pyridin-2-yl)pyrimidine-4,6-diamine